FC=1C=C(C=CC1C1CC2COCC(C1)C21OCCO1)NC([O-])=O (3-fluoro-4-spiro[1,3-dioxolane-2,9'-3-oxabicyclo[3.3.1]nonane]-7'-yl-phenyl)carbamate